Brosylat S(=O)(=O)([O-])C1=CC=C(Br)C=C1